dibenzyl 4,4'-dioxy-bisbenzoate C(C1=CC=C(C=C1)OOC1=CC=C(C(=O)OCC2=CC=CC=C2)C=C1)(=O)OCC1=CC=CC=C1